tert-butyl (1R,5R)-6-(4-amino-6-(8-chloro-7-fluoronaphthalen-1-yl)-5-fluoronicotinoyl)-2,6-diazabicyclo[3.2.0]heptane-2-carboxylate NC1=C(C(=NC=C1C(=O)N1[C@@H]2CCN([C@@H]2C1)C(=O)OC(C)(C)C)C1=CC=CC2=CC=C(C(=C12)Cl)F)F